5-(4-chloro-1H-pyrazol-1-yl)-3-(dibromomethyl)-1-ethyl-6-(2,4,6-trifluorophenyl)pyridin-2(1H)-one ClC=1C=NN(C1)C=1C=C(C(N(C1C1=C(C=C(C=C1F)F)F)CC)=O)C(Br)Br